C(#N)C1=NC2=CC(=CC(=C2N=C1C1=C(C=CC=C1)OC)[C@@H](C)NC1=C(C(=O)O)C=CC=C1)C (R)-2-((1-(2-cyano-3-(2-methoxyphenyl)-7-methylquinoxalin-5-yl)ethyl)amino)benzoic acid